N(C1=CC=CC=C1)C1=C(NC2=C1C(N(C=C2)C)=O)C2=CC(=NC=C2)NC(C(=C)C2=CC=C(C=C2)F)=O (2S)-N-[4-(3-anilino-5-methyl-4-oxo-4,5-dihydro-1H-pyrrolo[3,2-c]pyridin-2-yl)pyridin-2-yl]-2-(4-fluorophenyl)propenamide